tert-butyl 4-(6-((5-(difluoromethoxy)-1H-pyrazol-3-yl)amino)pyrazin-2-yl)piperazine-1-carboxylate FC(OC1=CC(=NN1)NC1=CN=CC(=N1)N1CCN(CC1)C(=O)OC(C)(C)C)F